(S)-quinuclidin-3-yl (5-(2,6-dimethoxyphenyl)-6-fluoro-2,2-dimethyl-2,3-dihydro-1H-inden-1-yl)carbamate COC1=C(C(=CC=C1)OC)C=1C=C2CC(C(C2=CC1F)NC(O[C@@H]1CN2CCC1CC2)=O)(C)C